4-CHLORO-3-(N-PROPYLAMINOCARBONYL)PHENYLBORONIC ACID ClC1=C(C=C(C=C1)B(O)O)C(=O)NCCC